1,3,5-Tris[(3-pyridyl)-benzene-3-yl]benzene N1=CC(=CC=C1)C1=CC(=CC=C1)C1=CC(=CC(=C1)C=1C=C(C=CC1)C=1C=NC=CC1)C=1C=C(C=CC1)C=1C=NC=CC1